ClC1=NC(=NC=2C=C3C(=CC12)N(C(N(C3=O)C)=O)C)C 9-Chloro-1,3,7-trimethylpyrimido[4,5-g]quinazoline-2,4(1H,3H)-dione